N-(4-(trifluoromethyl)benzyl)-5-azaspiro[2.4]heptane-6-carboxamide FC(C1=CC=C(CNC(=O)C2NCC3(CC3)C2)C=C1)(F)F